BrC1=CN(C=2N=CN=C(C21)N)CC(F)F 5-bromo-7-(2,2-difluoroethyl)-7H-pyrrolo[2,3-d]pyrimidin-4-ylamine